N1(CCNCC1)C1CCC(CC1)NC(OC(C)(C)C)=O tert-butyl ((1r,4r)-4-(piperazin-1-yl)cyclohexyl)carbamate